[B].[O].[Si] silicon oxygen boron